(4-(1-methyl-2-(trifluoromethyl)-1H-imidazo[4,5-c]pyridin-4-yl)phenyl)(morpholin-4-yl)methanone CN1C(=NC=2C(=NC=CC21)C2=CC=C(C=C2)C(=O)N2CCOCC2)C(F)(F)F